O1C(CCC1)S(=O)[O-].[Na+] sodium tetrahydrofuransulfinate